p-mercapto-pyridine-amidoxime SC1=CC(=NC=C1)C(N)=NO